1-[4-{4-(2-hydroxy-2-methyl-propionyl)benzyl}phenyl]-2-methyl-propane-1-one OC(C(=O)C1=CC=C(CC2=CC=C(C=C2)C(C(C)C)=O)C=C1)(C)C